NC1=NC=C(C2=C1C(=CN2COCC[Si](C)(C)C)C2=NC=CC=N2)C#N 4-amino-3-(pyrimidin-2-yl)-1-((2-(trimethylsilyl)ethoxy)methyl)-1H-pyrrolo[3,2-c]pyridine-7-carbonitrile